C(C)(C)(C)OC(=O)NCC[C@H](C(=O)OC)O Methyl (R)-4-((tert-butoxycarbonyl) amino)-2-hydroxybutyrate